1-nitro-3-m-chlorophenyl-4,5-dihydro-2H-benzo[e]isoindol-5-ol [N+](=O)([O-])C=1NC(=C2CC(C3=C(C12)C=CC=C3)O)C3=CC(=CC=C3)Cl